O[C@@]1([C@@H](CC[C@H](C1)C)C(C)C)C(=O)NCCC1=CNC2=CC=C(C=C12)O (1s,2s,5r)-1-hydroxy-N-[2-(5-hydroxy-1H-indol-3-yl)ethyl]-2-isopropyl-5-methyl-cyclohexanecarboxamide